BrC1=C(C(OC(=C1)C(=O)NC=1SC(=NN1)N1N=CC(=C1Cl)F)=O)OC 4-bromo-N-(5-(5-chloro-4-fluoro-1H-pyrazol-1-yl)-1,3,4-thiadiazol-2-yl)-3-methoxy-2-oxo-2H-pyran-6-carboxamide